NC=1C2=C(N=CN1)N(C=C2C2=CC(=C(C=C2)NC(=O)NC2=CC(=NO2)C2(CC2)C(F)(F)F)F)CCO 1-(4-(4-AMINO-7-(2-HYDROXYETHYL)-7H-PYRROLO[2,3-D]PYRIMIDIN-5-YL)-2-FLUOROPHENYL)-3-(3-(1-(TRIFLUOROMETHYL)CYCLOPROPYL)ISOXAZOL-5-YL)UREA